NC1=C(C=C(C=C1F)C(=O)C1=CC(=C2C(=CC=CN12)C1=C(C2=C(N(C(=N2)C)C)C=C1C)Cl)CC)F (4-amino-3,5-difluorophenyl)(8-(4-chloro-1,2,6-trimethyl-1H-benzo[d]imidazol-5-yl)-1-ethylindolizin-3-yl)methanone